C(C=C)(=O)OCCCCCCCCCCCCC[Si](C)(C)Cl acryloxytridecylchlorodimethylsilane